P(=O)([O-])([O-])[O-].[Na+].[K+].[Na+] sodium-potassium sodium phosphate